C(#N)C[C@H]1N[C@H]2CN(C[C@@H]12)C1=CC=C(C=N1)C=1C=C(NC1)C=1C=NN(C1)C 4-(6-((1S,5R,7R)-7-(cyanomethyl)-3,6-diazabicyclo[3.2.0]heptan-3-yl)pyridin-3-yl)-2-(1-methyl-1H-pyrazol-4-yl)-1H-pyrrole